5-(2-aminophenyl)furan-2-carboxylic acid ethyl ester C(C)OC(=O)C=1OC(=CC1)C1=C(C=CC=C1)N